[WH4].C1=CC=CC1.C1=CC=CC1 dicyclopentadiene tungsten hydride